N-(4-aminophenyl)-2,5-difluorobenzenesulfonamide NC1=CC=C(C=C1)NS(=O)(=O)C1=C(C=CC(=C1)F)F